N-[7-benzyloxy-5-fluoro-6-(1,1,4-trioxo-1,2,5-thiadiazolidin-2-yl)-2-naphthyl]-2-[1-[1-(2,6-dioxo-3-piperidyl)-3-methyl-indazol-5-yl]-4-piperidyl]acetamide C(C1=CC=CC=C1)OC1=C(C(=C2C=CC(=CC2=C1)NC(CC1CCN(CC1)C=1C=C2C(=NN(C2=CC1)C1C(NC(CC1)=O)=O)C)=O)F)N1S(NC(C1)=O)(=O)=O